S1CN[C@H](CC1)C(=O)O (4R)-1,3-THIAZINANE-4-CARBOXYLIC ACID